tert-butyl 3-[2-[[2-(2,6-dioxo-3-piperidyl)-1,3-dioxo-isoindolin-4-yl]amino]ethoxy]propanoate O=C1NC(CCC1N1C(C2=CC=CC(=C2C1=O)NCCOCCC(=O)OC(C)(C)C)=O)=O